1-[4-(4-{3-[(2R)-2-methyl-pyrrolidin-1-yl]-propoxy}-phenoxy)-piperidin-1-yl]-ethanone monocitrate C(CC(O)(C(=O)O)CC(=O)O)(=O)O.C[C@H]1N(CCC1)CCCOC1=CC=C(OC2CCN(CC2)C(C)=O)C=C1